C1(CCCC1)C=1N=C(N(C1)C(=O)NC1CC1)OC 4-Cyclopentyl-N-cyclopropyl-2-methoxy-1H-imidazole-1-carboxamide